4-pyridylmethyl-2'-deoxyuridine N1=CC=C(C=C1)C[C@@]1(C[C@H](O)[C@@H](CO)O1)N1C(=O)NC(=O)C=C1